2'-ethoxy-5-{[5-ethyl-2-(1-fluorocyclopentane-1-carbonyl)-2-azaspiro[3.3]heptan-6-yl]oxy}-N-[(3R)-1-methylpyrrolidin-3-yl][2,3'-bipyridine]-6-carboxamide C(C)OC1=NC=CC=C1C1=NC(=C(C=C1)OC1C(C2(CN(C2)C(=O)C2(CCCC2)F)C1)CC)C(=O)N[C@H]1CN(CC1)C